OCC1=C(C(=C(C(=C1C)C)CO)C)C 1,4-bis(hydroxymethyl)-2,3,5,6-tetramethylbenzene